BrC1=NOC(C1)(C(F)F)C1=NC=C(C=C1C1=C(C=CC=C1F)F)C 2-[3-bromo-5-(difluoromethyl)-4,5-dihydro-1,2-oxazol-5-yl]-3-(2,6-difluorophenyl)-5-methylpyridine